C(C(C)C)(=O)NC=1C=C(C(=O)NCCOC2=C(C=C(C=C2)C(F)(F)F)C)C=C(N1)C 2-isobutyramido-6-methyl-N-(2-(2-methyl-4-(trifluoromethyl)phenoxy)ethyl)isonicotinamide